2-[4-[3-(2,4-dioxohexahydropyrimidin-1-yl)-5-fluoro-1-methyl-indazol-6-yl]phenyl]acetic acid O=C1N(CCC(N1)=O)C1=NN(C2=CC(=C(C=C12)F)C1=CC=C(C=C1)CC(=O)O)C